ClP1O[C@H]([C@@H]2N1CCC2)CS(=O)(=O)C2=CC=CC=C2 (3R,3aR)-1-chloro-3-((phenylsulfonyl)methyl)tetrahydro-1H,3H-pyrrolo[1,2-c][1,3,2]oxazaphosphole